Br[C@@H](C(=O)OC)C1=CC=CC=C1 |r| Methyl (2RS)-2-bromo-2-phenylacetate